C1(=CC=CC=C1)C1COCC(N1)=O 5-phenylmorpholine-3-one